COC=1C(=NC2=CC=CC(=C2C1)OCC1NC(CC1)=O)C(=O)N 3-methoxy-5-(5-oxo-pyrrolidin-2-ylmethoxy)-quinoline-2-carboxylic acid amide